C(CC)N1C(NC(=CC1=O)NC(C1=CC=CC=C1)=O)=O N-(1-n-propyl-2,6-dioxo-1,2,3,6-tetrahydropyrimidin-4-yl)benzamide